N-(6-aminopyridin-2-yl)butanamide NC1=CC=CC(=N1)NC(CCC)=O